ClC=1C=C(C=C(C1)Cl)C1(CC(=NO1)C1=CC(=C(C(=O)NS(=O)CC2=CC=C(C=C2)OC)C=C1)C)C(F)(F)F 4-(5-(3,5-dichlorophenyl)-5-(trifluoromethyl)-4,5-dihydroisoxazol-3-yl)-N-((4-methoxybenzyl)sulfinyl)-2-methylbenzamide